NC=1N=CC2=C(N1)NC=C2C2=CC=1N(C=C2)N=CC1C(=O)N[C@@H]1CC[C@H](CC1)OC 5-(2-amino-7H-pyrrolo[2,3-d]pyrimidin-5-yl)-N-(trans-4-methoxycyclohexyl)pyrazolo[1,5-a]pyridine-3-carboxamide